(6R,9S)-N-(5-chloro-2-fluoro-4-(trifluoromethyl)phenyl)-3-oxo-3,5,6,7,8,9-hexahydro-2H-6,9-epiminocyclohepta[c]pyridazine-10-carboxamide ClC=1C(=CC(=C(C1)NC(=O)N1[C@H]2CC=3C(=NNC(C3)=O)[C@@H]1CC2)F)C(F)(F)F